N-((5-iodo-1-(tetrahydro-2H-pyran-2-yl)-1H-pyrazol-3-yl)methyl)-2-methoxybenzamide IC1=CC(=NN1C1OCCCC1)CNC(C1=C(C=CC=C1)OC)=O